FC(C(=O)C1=CC(=C(C=C1)OC)C)(F)F 2,2,2-trifluoro-1-(4-methoxy-3-methyl-phenyl)ethanone